FC(F)C1=C(C=CC2=NC=C3C=CC=CC3=C12)OC (difluoromethyl)-2-methoxyphenanthridine